Cl.C(C)(C)(C)OC([C@@H](N)CC1=CC=C(C=C1)OC(C)(C)C)=O O-tert-butyl-L-tyrosine tertbutyl ester hydrochloride